methylglutamic acid (Methylglutamate) CN[C@@H](CCC(=O)O)C(=O)O.CN[C@@H](CCC(=O)O)C(=O)O